isothiazol-3-one S1NC(C=C1)=O